N-(3-methylphenyl)-N-(4-methylphenyl)aniline isopentyl-p-toluenesulfonate C(CC(C)C)OS(=O)(=O)C1=CC=C(C)C=C1.CC=1C=C(C=CC1)N(C1=CC=CC=C1)C1=CC=C(C=C1)C